C(CC)PCCC di-n-propyl-phosphine